5-ethylidenebicyclo[2.2.1]hept-2-ene C(C)=C1C2C=CC(C1)C2